OC(C)C1NCCCC1 2-(1-hydroxyethyl)-piperidine